ClC1=CC(=C(O[C@@H](C)C=2N=NNN2)C=C1)CC 5-[(1S)-1-(4-chloro-2-ethylphenoxy)ethyl]-2H-1,2,3,4-tetrazole